2-hydroxyethylamino-2-hydroxy-propanesulfonic acid OCCNC(C(C)O)S(=O)(=O)O